C1=CC=CC=2C3=CC=CC=C3C(C12)COC(=O)N([C@H](C(=O)O)CN1C[C@H](C[C@H](C1)C)C)C (S)-2-((((9H-fluoren-9-yl)methoxy)carbonyl)(methyl)amino)-3-((3S,5R)-3,5-dimethylpiperidin-1-yl)propanoic acid